5-bromo-N,N-bis[(2,4-dimethoxyphenyl)methyl]-2-methoxy-benzenesulfonamide BrC=1C=CC(=C(C1)S(=O)(=O)N(CC1=C(C=C(C=C1)OC)OC)CC1=C(C=C(C=C1)OC)OC)OC